1-Benzyl-3-(2-nitrophenyl)quinoxalin-2(1H)-one C(C1=CC=CC=C1)N1C(C(=NC2=CC=CC=C12)C1=C(C=CC=C1)[N+](=O)[O-])=O